CN([C@H]1CN(CC1)C(=O)OC(C)(C)C)C=1C=NC2=CC=CC=C2C1 tert-butyl (R)-3-(methyl(quinolin-3-yl)amino)pyrrolidine-1-carboxylate